FC1=C(C(=CC=2NC(=NC21)OC=2C=CC(=C(C(=O)O)C2)C)F)C2=CC=C(C=C2)C2=CC=C(C=C2)CN2CC(C2)OCCO 5-((4,6-difluoro-5-(4'-((3-(2-hydroxyethoxy)azetidin-1-yl)methyl)-[1,1'-biphenyl]-4-yl)-1H-benzo[d]imidazol-2-yl)oxy)-2-methylbenzoic acid